FC1=CC=C(OC=2C=CC(=C(C2)NC(=O)C2N(C(CC2)=O)C)OC)C=C1 N-(5-(4-fluorophenoxy)-2-methoxyphenyl)-1-methyl-5-oxopyrrolidine-2-carboxamide